OCCOC1=CC(=C(C=C1)C(CCC1=C(N=C(S1)C1=CC=C(C=C1)C(F)(F)F)C(C)C)=O)C 1-(4-(2-hydroxyethoxy)-2-methylphenyl)-3-(4-isopropyl-2-(4-(trifluoromethyl)phenyl)thiazol-5-yl)propan-1-one